Cl.Cl.NC1(CCN(CC1)C1=CC=C(C=N1)C=1C=2N(C=C(C1)OCC)N=CC2C#N)CO 4-(6-(4-amino-4-(hydroxymethyl)piperidin-1-yl)pyridin-3-yl)-6-ethoxypyrazolo[1,5-a]pyridine-3-carbonitrile dihydrochloride